(R)-2-methyl-N-((R)-1-(3-nitro-5-(trifluoromethyl)phenyl)ethyl)propane-2-sulfinylamine CC(C)(C)[S@@](=O)N[C@H](C)C1=CC(=CC(=C1)C(F)(F)F)[N+](=O)[O-]